methoxy-[1,2,4]triazolol COC1=NC(=NN1)O